2-(3-(5-amino-6-(4-(furan-2-carbonyl)piperazin-1-yl)pyrazin-2-yl)-4-methylphenyl)-3,3,3-trifluoro-2-hydroxypropanamide trifluoroacetate FC(C(=O)O)(F)F.NC=1N=CC(=NC1N1CCN(CC1)C(=O)C=1OC=CC1)C=1C=C(C=CC1C)C(C(=O)N)(C(F)(F)F)O